tert-butyl (2-((4-((4-(bis(2,4-dimethoxybenzyl)amino)-2-((1-hydroxyhexan-3-yl)oxy)imidazo[2,1-f][1,2,4]triazin-7-yl)methyl)phenyl)(methyl) amino)ethyl)(methyl)carbamate COC1=C(CN(C2=NC(=NN3C2=NC=C3CC3=CC=C(C=C3)N(CCN(C(OC(C)(C)C)=O)C)C)OC(CCO)CCC)CC3=C(C=C(C=C3)OC)OC)C=CC(=C1)OC